Dimethyl thiosulfate S(=S)(=O)(OC)OC